3-(3-(4-(Chloromethyl)phenyl)-5,6-dimethyl-3H-imidazo[4,5-b]pyridin-2-yl)pyridin-2-amine ClCC1=CC=C(C=C1)N1C(=NC=2C1=NC(=C(C2)C)C)C=2C(=NC=CC2)N